F[C@H]1COCC[C@H]1N1C[C@@H]([C@H](CC1)NC(=O)C1=CC(=CC=2N(C=NC21)CC(F)(F)F)C#CCNC=2C(OC)=CC=C(C2)S(=O)(=O)C)C N-{(3S,4S)-1-[(3R,4R)-3-fluorotetrahydro-2H-pyran-4-yl]-3-methyl-4-piperidyl}-6-[3-(4-mesyl-2-anisidino)-1-propynyl]-1-(2,2,2-trifluoroethyl)-1H-1,3-benzimidazole-4-carboxamide